1,1'-pyridine-2,6-diyl-bis(1,3,4,6,7,8-hexahydro-2H-pyrimido[1,2-a]pyrimidine) N1=C(C=CC=C1N1C=2N(CCC1)CCCN2)N2C=1N(CCC2)CCCN1